ClC1=CNC=2N=C(C=C(C21)NC(C)C)NC2=C(C=C(C=C2)S(=O)(=O)N2CCOCC2)OC 3-chloro-N4-isopropyl-N6-(2-methoxy-4-(morpholinosulfonyl)phenyl)-1H-pyrrolo[2,3-b]pyridine-4,6-diamine